FC=1C=C2CCN(CC2=CC1)C1=CC(=C(C=C1)NC(CC(C)(C)C)=O)C N-[4-(6-fluoro-3,4-dihydro-1H-isoquinolin-2-yl)-2-methyl-phenyl]-3,3-dimethylbutanamide